ClC1=CC(=C(C=C1)C1=CC(=NC(=C1)C1CC1)C=1OC2=C(N1)C=C(C=C2F)C=O)C2=NN=CN2C 2-{4-[4-chloro-2-(4-methyl-1,2,4-triazol-3-yl)phenyl]-6-cyclopropylpyridin-2-yl}-7-fluoro-1,3-benzoxazole-5-carbaldehyde